1-[2-(2,5-dimethyl phenyl) acetamido]-4-methoxycyclohexylmethyl formate C(=O)OCC1(CCC(CC1)OC)NC(CC1=C(C=CC(=C1)C)C)=O